tert-octylphenothiazine C(C)(C)(CC(C)(C)C)C1=CC=CC=2SC3=CC=CC=C3NC12